CC1(CCC(CN1)NC1=NC=C(C(=N1)C=1NC2=CC(=CC=C2C1)C#N)C=1C=NNC1)C 2-(((6,6-dimethylpiperidin-3-yl)amino)-5-(1H-pyrazol-4-yl)pyrimidin-4-yl)-1H-indole-6-carbonitrile